Cl.FC([C@H](C)NN)(F)F [(1S)-2,2,2-trifluoro-1-methyl-ethyl]hydrazine hydrochloride salt